3-(6-(((1R,3S,5S)-8-azabicyclo[3.2.1]octan-3-yl)oxy)pyridazin-3-yl)naphthalene-2,7-diol [C@H]12CC(C[C@H](CC1)N2)OC2=CC=C(N=N2)C=2C(=CC1=CC(=CC=C1C2)O)O